2-((3-bromo-6-(3-(difluoromethyl)-4-fluorophenyl)-1H-pyrazolo[4,3-b]pyridin-1-yl)methyl)-5-methyl-1,3,4-oxadiazole BrC1=NN(C=2C1=NC=C(C2)C2=CC(=C(C=C2)F)C(F)F)CC=2OC(=NN2)C